4-[[2-(5-Chloro-2-hydroxyphenyl)acetyl]amino]-N-(3-cyanooxetan-3-yl)pyridin ClC=1C=CC(=C(C1)CC(=O)NC1=CCN(C=C1)C1(COC1)C#N)O